3-(4-(((tert-butyldimethylsilyl)-oxy)methyl)-3-methoxyphenyl)oxetan-3-ol [Si](C)(C)(C(C)(C)C)OCC1=C(C=C(C=C1)C1(COC1)O)OC